COC([C@H](CC1C(NCC1)=O)NC(=O)[C@@H]1[C@H]2C([C@H]2CN1C(=O)OC(C)(C)C)(C)C)=O tert-butyl (1r,2S,5S)-2-(((2S)-1-methoxy-1-oxo-3-(2-oxopyrrolidin-3-yl) propan-2-yl) carbamoyl)-6,6-dimethyl-3-azabicyclo[3.1.0]hexane-3-carboxylate